tert-butyl (R)-3-(2-(3-(2-(methoxymethoxy)-4-(trifluoromethyl)phenyl)pyrazin-2-yl)hydrazine-1-carbothioamido)piperidine-1-carboxylate COCOC1=C(C=CC(=C1)C(F)(F)F)C=1C(=NC=CN1)NNC(N[C@H]1CN(CCC1)C(=O)OC(C)(C)C)=S